5-(2-chlorophenoxy)-3-((3-(dimethylamino)benzyl)amino)-4H-benzo[e][1,2,4]thiadiazine 1,1-dioxide ClC1=C(OC2=CC=CC3=C2NC(=NS3(=O)=O)NCC3=CC(=CC=C3)N(C)C)C=CC=C1